ClC=1C=C(C=CC1N1C(N(C=C1)C)=O)C1=C(C(=CC(=C1)F)C=1C=C2C(=NN(C2=CC1)C1OCCCC1)C=O)OC 5-(3'-chloro-5-fluoro-2-methoxy-4'-(3-methyl-2-oxo-2,3-dihydro-1H-imidazol-1-yl)-[1,1'-biphenyl]-3-yl)-1-(tetrahydro-2H-pyran-2-yl)-1H-indazole-3-carbaldehyde